N-((3S,4S)-3-((6-(2-fluoro-6-isopropyl-3,5-dimethoxyphenyl)pyrido[3,4-d]pyrimidin-2-yl)amino)tetrahydro-2H-pyran-4-yl)acrylamide FC1=C(C(=C(C=C1OC)OC)C(C)C)C1=CC2=C(N=C(N=C2)N[C@@H]2COCC[C@@H]2NC(C=C)=O)C=N1